O1CC=CC1 1,5-dihydrofuran